5-(4-chloro-3-((tetrahydro-furan-3-yl)ethynyl)phenoxy)-1H-1,2,3-triazole-4-carboxylic acid ClC1=C(C=C(OC2=C(N=NN2)C(=O)O)C=C1)C#CC1COCC1